Tri-Styrylphenol C(=CC1=CC=CC=C1)C1=C(C(=C(C=C1)O)C=CC1=CC=CC=C1)C=CC1=CC=CC=C1